ClC=1C=C(OC2C(C(C2(C)C)NC(C2=CN=C(C=C2)N2CCN(CC2)CC=2C(=C3CN(C(C3=CC2)=O)C2C(NC(CC2)=O)=O)F)=O)(C)C)C=CC1C#N N-((1r,3r)-3-(3-chloro-4-cyanophenoxy)-2,2,4,4-tetramethylcyclobutyl)-6-(4-((2-(2,6-dioxopiperidin-3-yl)-4-fluoro-1-oxoisoindoline-5-yl)methyl)piperazin-1-yl)nicotinamide